tert-Butyl (S)-2-((((9H-fluoren-9-yl)methoxy)carbonyl)(methyl)amino)-3-(p-tolyl)propanoate C1=CC=CC=2C3=CC=CC=C3C(C12)COC(=O)N([C@H](C(=O)OC(C)(C)C)CC1=CC=C(C=C1)C)C